3-methoxy-[1,2,4]triazolo[4,3-b]pyridazin COC1=NN=C2N1N=CC=C2